C1(CC1)S(=O)(=O)N1CCN(CC1)C1CCN(CC1)CCCNC1=C2C(=NC(=C1)C1=CC=C(C(=O)N(CC)CC)C=C1)C=CS2 4-(7-((3-(4-(4-(cyclopropylsulfonyl)piperazin-1-yl)piperidin-1-yl)propyl)amino)thieno[3,2-b]pyridin-5-yl)-N,N-diethylbenzamide